FC1=C(C=CC(=C1)OC)NC1=NC=NC2=CC=C(C=C12)C1=CN(C2=NC(=CC=C21)C)S(=O)(=O)C2=CC=C(C)C=C2 N-(2-fluoro-4-methoxyphenyl)-6-(6-methyl-1-tosyl-1H-pyrrolo[2,3-b]pyridin-3-yl)quinazolin-4-amine